C(C)(C)(C)OC(=O)N1CC2(CO2)CCC1 oxa-5-azaspiro[2.5]octane-5-carboxylic acid tert-butyl ester